1-benzyl-4-[[tert-butyl(dimethyl)silyl]oxymethyl]-3-methoxy-4-methyl-azetidin-2-one C(C1=CC=CC=C1)N1C(C(C1(C)CO[Si](C)(C)C(C)(C)C)OC)=O